1-(1-(4-fluoropyridin-2-yl)ethyl)-1H-pyrazolo[3,4-b]pyrazin-6-amine FC1=CC(=NC=C1)C(C)N1N=CC=2C1=NC(=CN2)N